COC1=C(C2=CC=CC=C2C=C1)C1=C(C=CC2=CC=CC=C12)P(C(C)(C)C)C(C)(C)C 2-methoxy-2'-(di-t-butylphosphino)-1,1'-binaphthyl